[N+](=O)([O-])C=1C=C(C=CC1)S(=O)(=O)OC1=CC=C(C=C1)C1=CN=C(S1)C=1C=NC=CC1 4-(2-(pyridin-3-yl)thiazol-5-yl)phenyl 3-nitrobenzenesulfonate